ethyl 1-(4-methoxybenzyl)-2-oxopyrrolidine-3-carboxylate COC1=CC=C(CN2C(C(CC2)C(=O)OCC)=O)C=C1